O1S(OCCC1)(=O)=O 1,3,2-Dioxathian-2,2-dioxid